3-chloro-N-[(1S)-1-(2,3-difluorophenyl)ethyl]-6-[6-(dimethylphosphoryl)pyridin-3-yl]-7-fluoro-2-methyl-1,5-naphthyridin-4-amine ClC=1C(=NC2=CC(=C(N=C2C1N[C@@H](C)C1=C(C(=CC=C1)F)F)C=1C=NC(=CC1)P(=O)(C)C)F)C